carbon disulfide sodium [Na].C(=S)=S